COC=1C=C2C(=NC=NC2=CC1OC)N1CCN(CCC1)C(C)N 4-(6,7-dimethoxyquinazolin-4-yl)-1,4-diazepan-1-yl-ethane-1-amine